FC1=C2C(=NC=NC2=CC=C1)N[C@@H](CCOC1CC(C1)CCC1=NC=2NCCCC2C=C1)C(=O)O N-(5-fluoroquinazolin-4-yl)-O-((1S,3R)-3-(2-(5,6,7,8-tetrahydro-1,8-naphthyridin-2-yl)ethyl)cyclobutyl)homoserine